N-[2-methanesulfonyl-5-(4-methylpiperazin-1-yl)phenyl]-8-(1-methyl-1H-indol-6-yl)quinoxalin CS(=O)(=O)C1=C(C=C(C=C1)N1CCN(CC1)C)N1CC=NC2=CC=CC(=C12)C1=CC=C2C=CN(C2=C1)C